1-(3,4-dihydroxy-5-nitrophenyl)-3-{4-[3-(trifluoromethyl)phenyl]-1-piperazinyl}-1-propanone dihydrochloride Cl.Cl.OC=1C=C(C=C(C1O)[N+](=O)[O-])C(CCN1CCN(CC1)C1=CC(=CC=C1)C(F)(F)F)=O